N,N,N',N'-tetramethyl-1-vinyl-1,2-azastannolidine-2,2-diamine CN([Sn]1(N(CCC1)C=C)N(C)C)C